BrC1=C(C=C(C=C1)NN1C(C(=C(C1=O)C)C)=O)C(F)(F)F 1-([4-bromo-3-(trifluoromethyl)phenyl]amino)-3,4-dimethylazoline-2,5-dione